CC1N2C(C3=CC=CC=C3C1)=CN=C2C(C)=O 1-(5-methyl-5,6-dihydroimidazo[5,1-a]isoquinolin-3-yl)ethan-1-one